C(CCCCCCC\C=C/CCCCCCCC)(=O)OC[C@@H](OC(CCCCCCC\C=C/CCCCCCCC)=O)COP(=O)(O)O.C(=O)(O)C(C(=O)O)[N] dicarboxymethyl-nitrogen 1,2-dioleoyl-sn-glycero-3-phosphate